C(=O)(O)C=1C(=C(C(=O)NC2=C(C(=O)O)C=CN=C2)C=C(C1)O)O 3-(3-carboxy-2,5-dihydroxybenzamido)isonicotinic acid